tert-butyl 4-(((trifluoromethyl)sulfonyl)oxy)-1-oxa-8-azaspiro[4.5]dec-3-ene-8-carboxylate FC(S(=O)(=O)OC1=CCOC12CCN(CC2)C(=O)OC(C)(C)C)(F)F